5-[(3R,5S)-3,5-dimethylpiperazin-1-yl]-N-(7-fluoro-2-methyl-indazol-5-yl)-2-[[(3R)-tetrahydrofuran-3-yl]methylamino]quinazoline-8-carboxamide C[C@@H]1CN(C[C@@H](N1)C)C1=C2C=NC(=NC2=C(C=C1)C(=O)NC1=CC2=CN(N=C2C(=C1)F)C)NC[C@@H]1COCC1